C1(CCCC1)NC=1N=C(C=C2C=CC=NC12)C(=O)OCC ethyl 8-(cyclopentylamino)-1,7-naphthyridine-6-carboxylate